(S)-3-(1-hydroxy-propan-2-yl)-6,8-bis(6-(trifluoromethyl)pyridin-3-yl)pyrido[3,4-d]pyrimidin-4(3H)-one OC[C@H](C)N1C=NC2=C(C1=O)C=C(N=C2C=2C=NC(=CC2)C(F)(F)F)C=2C=NC(=CC2)C(F)(F)F